C(C1CC(C(CC1)N)C)C1CC(C(CC1)N)C 4,4'-methylene-bis(2-methylcyclohexylamine)